tert-butyl (R)-(2-(((3-(2-(4,4-difluoroazepan-1-yl)-4-methyl-5-(1-methyl-1H-pyrazol-4-yl)nicotinamido)phenyl)(methyl)(oxo)-λ6-sulfaneylidene)amino)ethyl)(methyl)carbamate FC1(CCN(CCC1)C1=C(C(=O)NC=2C=C(C=CC2)[S@](=O)(C)=NCCN(C(OC(C)(C)C)=O)C)C(=C(C=N1)C=1C=NN(C1)C)C)F